4-(4-(3-(2,4-difluorophenyl)ureido)-1H-indol-1-yl)pyridin FC1=C(C=CC(=C1)F)NC(NC1=C2C=CN(C2=CC=C1)C1=CC=NC=C1)=O